5-((1S)-1-((4S,5R)-7-chloro-4,5-dihydroxy-1,1-dioxido-4,5-dihydrobenzo[f][1,2]thiazepine-2(3H)-yl)-2-(6-fluoro-2,3-dimethylphenyl)propyl)-1,3,4-oxadiazol-2(3H)-one ClC=1C=CC2=C([C@H]([C@H](CN(S2(=O)=O)[C@@H](C(C)C2=C(C(=CC=C2F)C)C)C2=NNC(O2)=O)O)O)C1